O=C1C(O)=C(O)[C@H](O1)[C@@H](O)CO.O=C1C(O)=C(O)[C@H](O1)[C@@H](O)CO ascorbic acid (ascorbate)